C(C1=CC=CC=C1)C1(N(CC(C1)CCCOS(=O)(=O)C)C(=O)OC(C)(C)C)C tert-Butyl 2-benzyl-2-methyl-4-(3-methylsulfonyloxypropyl)pyrrolidine-1-carboxylate